NC=1C(=CC2=NC3=CC=CC=C3N=C2C1)O 3-Amino-phenazin-2-ol